(1S,2R)-2-(((S)-(5-cyclopropylpyridin-2-yl)(phenyl)methyl)carbamoyl)cyclopentane-1-carboxylic acid C1(CC1)C=1C=CC(=NC1)[C@H](C1=CC=CC=C1)NC(=O)[C@H]1[C@H](CCC1)C(=O)O